ethyl 5-((S)-3-((S)-sec-butyl)-2-oxo-2,3,4,5-tetrahydro-1H-benzo[e][1,4]diazepine-4-carbonyl)-1H-pyrrole-2-carboxylate [C@H](C)(CC)[C@@H]1N(CC2=C(NC1=O)C=CC=C2)C(=O)C2=CC=C(N2)C(=O)OCC